{2-[2-(benzyloxy)ethyl]-4-methoxybutyl}-4-bromo-3-methyl-2-nitroaniline C(C1=CC=CC=C1)OCCC(CNC1=C(C(=C(C=C1)Br)C)[N+](=O)[O-])CCOC